C(C)(C)(C)OC(=O)NCC=1C2=C(C(NN1)=O)C(=NC(=C2)C=2C=NN(C2C2=C(C(=CC(=C2C#N)OC2CC2)Cl)F)C)C=C ((7-(5-(3-chloro-6-cyano-5-cyclopropoxy-2-fluorophenyl)-1-methyl-1H-pyrazol-4-yl)-4-Oxo-5-vinyl-3,4-dihydropyrido[3,4-d]pyridazin-1-yl)methyl)aminocarboxylic acid tert-butyl ester